S1C=C(C=C1)B(O)O thiophen-3-yl-boronic acid